methyl 5-amino-4-{[(2S)-oxetan-2-ylmethyl]amino}thiophene-2-carboxylate NC1=C(C=C(S1)C(=O)OC)NC[C@H]1OCC1